BrC1=CC=C(C=C1)C(N1S(C2=C(C1=O)C=CC=C2)(=O)=O)C2=CC=CC=C2 2-[(4-bromophenyl)(phenyl)methyl]benzo[d]isothiazol-3(2H)-one-1,1-dioxide